C(C)(=O)C1=CC=C(C=C1)C1=CC=C(C=C1)C(C)=O 4,4'-diacetyl-biphenyl